tert-butyl 2-(5-methylquinolin-7-yl)hydrazine-1-carboxylate CC1=C2C=CC=NC2=CC(=C1)NNC(=O)OC(C)(C)C